COCC1CSC=2C=C(C=C3C=NC(N1C23)=O)C(F)(F)F 3-(methoxymethyl)-9-(trifluoromethyl)-2,3-dihydro-5H-[1,4]thiazino[2,3,4-ij]quinazolin-5-one